CSCOC=1C=C2C=CNC2=CC1 5-Methylthiomethoxyindole